1-(piperidin-4-yl)-1,3-dihydro-2H-imidazo[4,5-b]pyridin-2-one N1CCC(CC1)N1C(NC2=NC=CC=C21)=O